BrC=1C=CC(N(C1)C1COCC1)=O 5-bromo-1-(oxolane-3-yl)-1,2-dihydropyridin-2-one